N(=[N+]=[N-])C1=C(C=CC=C1)N=[N+]=[N-] 1,2-diazidobenzene